2-(4-amino-phenyl)-1H-benzimidazole-5-carbonitrile NC1=CC=C(C=C1)C1=NC2=C(N1)C=CC(=C2)C#N